9-(4-(2-(2-(2-methoxyethoxy)ethoxy)ethoxy)phenyl)-N,N-bis(4-(2-methoxyethoxy)phenyl)-9H-carbazol-3-amine COCCOCCOCCOC1=CC=C(C=C1)N1C2=CC=CC=C2C=2C=C(C=CC12)N(C1=CC=C(C=C1)OCCOC)C1=CC=C(C=C1)OCCOC